C(=C)C1=CC=C(C=C1)CCCCP(OCC)(OCC)=O diethyl 4-(4-vinylphenyl)-butylphosphonate